(3,5-dichloro-2-fluoro-4-(2-fluoro-4-hydroxy-3-isopropylbenzyl)phenyl)glycine ethyl ester C(C)OC(CNC1=C(C(=C(C(=C1)Cl)CC1=C(C(=C(C=C1)O)C(C)C)F)Cl)F)=O